NC1(CN(CC1)C(=O)OC(C)(C)C)COC[Sn](CCCC)(CCCC)CCCC tert-butyl 3-amino-3-(((tributylstannyl)methoxy)methyl)pyrrolidine-1-carboxylate